C(C)(=O)C1=CC=C(C=C1)N1CN2N(CC=C3C2C=2C=C(C(=C(C2OC3(C)C)Cl)O)Cl)C1 2-(4-acetylphenyl)-9,11-dichloro-10-hydroxy-7,7-dimethyl-5,12b-dihydro-1H,7H-chromeno[4,3-c][1,2,4]triazolo[1,2-a]Pyridazine